2,5-Dimethylanilin CC1=C(N)C=C(C=C1)C